[Cl-].C[NH+]1CC(CC1)CCC 1-methyl-3-propylpyrrolidinium chloride